4-[6-[3-(6-methyl-2-pyridyl)-1-tetrahydropyran-2-yl-pyrazol-4-yl]-1,5-naphthyridin-3-yl]isoxazole CC1=CC=CC(=N1)C1=NN(C=C1C=1N=C2C=C(C=NC2=CC1)C=1C=NOC1)C1OCCCC1